(R)-8-chloro-N-methyl-N-(1-(1-oxo-1,2-dihydroisoquinolin-4-yl)ethyl)indolizine-2-carboxamide ClC1=CC=CN2C=C(C=C12)C(=O)N([C@H](C)C1=CNC(C2=CC=CC=C12)=O)C